(R)-5-((1-(4-(4-Ethyl-2-methylpiperazin-1-yl)phenyl)-1H-imidazol-4-yl)amino)pyrazine-2-carbonitrile C(C)N1C[C@H](N(CC1)C1=CC=C(C=C1)N1C=NC(=C1)NC=1N=CC(=NC1)C#N)C